2-[[5-ethylsulfonyl-6-[1-methyl-5-(trifluoromethyl-sulfanyl)benzimidazol-2-yl]-3-pyridyl]oxy]-2-methyl-propanenitrile C(C)S(=O)(=O)C=1C=C(C=NC1C1=NC2=C(N1C)C=CC(=C2)SC(F)(F)F)OC(C#N)(C)C